ClC=1C(=C(C(=O)OCC)C(=CC1)OC)F ethyl 3-chloro-2-fluoro-6-methoxybenzoate